COC=1C=C2CCN(CC2=CC1OC)C1=NC(=NC(=C1)C1=CC(=CC=C1)OC)N 4-(6,7-Dimethoxy-3,4-dihydroisoquinolin-2(2H)-yl)-6-(3-methoxyphenyl)pyrimidin-2-amine